7-bromo-5-chloro-1-(2-methoxyethyl)-1H-indazole BrC=1C=C(C=C2C=NN(C12)CCOC)Cl